2-((4'-chloro-5,5-dimethyl-3,4,5,6-tetrahydro-[1,1'-biphenyl]-2-yl)methyl)-2,5-diazabicyclo[2.2.2]octane ClC1=CC=C(C=C1)C1=C(CCC(C1)(C)C)CN1C2CNC(C1)CC2